CN1C2CC(CC1CC2)NC=2C=C1C(=CN2)OC(=C1OS(=O)(=O)C(C(C(C(F)(F)F)(F)F)(F)F)(F)F)C(=O)OCC ethyl 5-((8-methyl-8-azabicyclo[3.2.1]octan-3-yl)amino)-3-(((perfluorobutyl)sulfonyl)oxy)furo[2,3-c]pyridine-2-carboxylate